ClC1=C(C(=C(CNC(C(C)C)=O)C=C1)F)C=1NC(C=C(N1)C=1C=NC=C(C1)Cl)=O N-{4-chloro-3-[4-(5-chloropyridin-3-yl)-6-oxo-1,6-dihydropyrimidin-2-yl]-2-fluorobenzyl}isobutyramide